N-(2-((5-chloro-2-(((6aR,8R)-2-methoxy-8-morpholino-6,6a,7,8,9,10-hexahydrobenzo[b]pyrido[1,2-d][1,4]oxazin-3-yl)amino)pyrimidin-4-yl)amino)phenyl)methanesulfonamide ClC=1C(=NC(=NC1)NC=1C(=CC2=C(OC[C@@H]3N2CC[C@H](C3)N3CCOCC3)C1)OC)NC1=C(C=CC=C1)NS(=O)(=O)C